[2-Chloro-4-[[(1S)-1-methylbut-3-enyl]amino]pyrimidin-5-yl]methanol ClC1=NC=C(C(=N1)N[C@H](CC=C)C)CO